COC(C1=C(C=C(C=C1)OC)NC(C(C)(C)C)=O)=O 4-methoxy-2-pivalamidobenzoic acid methyl ester